C([O-])(O)=O.[Li+] lithium bicarbonate salt